methyl (S)-4-(1-(3-methyl-6-(trifluoromethyl)-1-(3-(trifluoromethyl)benzyl)-1H-imidazo[1,2-b]pyrazole-7-carboxamido)ethyl)benzoate CC1=CN(C=2N1N=C(C2C(=O)N[C@@H](C)C2=CC=C(C(=O)OC)C=C2)C(F)(F)F)CC2=CC(=CC=C2)C(F)(F)F